4-(4-(6-Cyanobenzo[d]thiazol-7-yl)phenyl)-N-(2-ethynylthiazol-4-yl)piperazine-1-carboxamide C(#N)C1=C(C2=C(N=CS2)C=C1)C1=CC=C(C=C1)N1CCN(CC1)C(=O)NC=1N=C(SC1)C#C